4-(5-((1R,5S)-6-((6-methoxypyridin-3-yl)methyl)-3,6-diazabicyclo[3.1.1]Heptane-3-yl)pyrazin-2-yl)pyrazolo[1,5-a]Pyridine-3-carbonitrile COC1=CC=C(C=N1)CN1[C@@H]2CN(C[C@H]1C2)C=2N=CC(=NC2)C=2C=1N(C=CC2)N=CC1C#N